C12(C(C=CC=C1)(C=1C(=CC=CC1)O)O2)O.[Al] aluminum biphenol oxide